C(C1CO1)OC(CCCCCCCCCCCCCC)=O pentadecanoic acid glycidyl ester